2-(2,4-difluorophenyl)-1-(1H-1,2,4-triazole-1-yl)-3-(1H-1,2,3,4-tetrazole-1-yl)-2-propanol FC1=C(C=CC(=C1)F)C(CN1N=CN=C1)(CN1N=NN=C1)O